ethyl 4-[(3S)-3-(hydroxymethyl)-3,4-dihydro-1H-isoquinolin-2-yl]-2-(3-methyl-4-methylsulfonyl-anilino)pyrimidine-5-carboxylate OC[C@H]1N(CC2=CC=CC=C2C1)C1=NC(=NC=C1C(=O)OCC)NC1=CC(=C(C=C1)S(=O)(=O)C)C